C(C)(C)(C)OC([C@H](CCC(=O)OC(C)(C)C)N=C=O)=O.C(C1=CC=CC=C1)OC1=NC(=CC=C1C1=C(C=C(C=C1)N1CCC(CC1)CC(OC)OC)F)OCC1=CC=CC=C1 2,6-dibenzyloxy-3-[4-[4-(2,2-dimethoxyethyl)-1-piperidinyl]-2-fluorophenyl]pyridine di-tert-butyl-(S)-2-isocyanatopentanedioate